(3,3-difluoro-2,3,4,5-tetrahydropyrido[3,2-b][1,4]oxazepin-8-yl)(piperidin-1-yl)methanone FC1(CNC2=C(OC1)C=C(C=N2)C(=O)N2CCCCC2)F